FC=1C=C(C=C(C1)F)N1C(=NC2=C1C=C(C=C2)C(F)(F)F)NC(CC(C)(C)O)=O N-(1-(3,5-difluorophenyl)-6-(trifluoromethyl)-1H-benzo[d]imidazol-2-yl)-3-hydroxy-3-methylbutanamide